ClC=1C(=C(C=2C(=C(SN2)N2[C@H]3CCN([C@H]3C2)C(C=C)=O)C1)F)C1=CC(=CC2=CC=CC=C12)O 1-((1S,5S)-6-(5-chloro-7-fluoro-6-(3-hydroxy-1-naphthalenyl)-2,1-benzothiazol-3-yl)-2,6-diazabicyclo[3.2.0]heptan-2-yl)-2-propen-1-one